C(C)(C)OC(N[C@@H]1CC[C@H](CC1)C=1SC(=CN1)Br)=O (Trans-4-(5-Bromothiazol-2-yl)cyclohexyl)carbamic acid isopropyl ester